OCC(CCC(CO)O)=O 1,5,6-trihydroxy-2-hexanone